(cyclopentyloxy)-5-(isothiazol-5-yl)aniline C1(CCCC1)ONC1=CC=CC(=C1)C1=CC=NS1